BrC1=C2C=CNC2=CC(=C1OC=1C=CC(=C(C#N)C1)F)F 5-((4-Bromo-6-fluoro-1H-indol-5-yl)oxy)-2-fluorobenzonitrile